5-methylenephenanthrene C=C1C2=C3C=CC=CC3=CC=C2C=CC1